Potassium tetramethylglucosyl-sulfinate C[C@@]1([C@@]([C@](C(O[C@@H]1CO)(S(=O)[O-])C)(O)C)(O)C)O.[K+]